L-1-octyl-3-methylimidazole trifluoromethanesulfonate FC(S(=O)(=O)O)(F)F.C(CCCCCCC)N1CN(C=C1)C